N1=CN=C2NC=NC2=C1C=1C(=NC=CC1)NC=1C=CC(=C(C1)NC(C1=C(C(=CC(=C1)OC)C(C)(C)C#N)Br)=O)F N-(5-(3-(9H-purin-6-yl)pyridin-2-ylamino)-2-fluorophenyl)-2-bromo-3-(2-cyanopropan-2-yl)-5-methoxybenzamide